ClC1=CC2=C(NC(CN2CC2=CC=C(C=C2)C=2N(C=C(N2)C(F)(F)F)C)=O)C=N1 7-chloro-1-({4-[1-methyl-4-(trifluoromethyl)imidazol-2-yl]phenyl}methyl)-2H,4H-pyrido[3,4-b]pyrazin-3-one